ClC1=C(C=C(C(=C1)F)N1C(N(C(=CC1=O)C(F)(F)F)C)=O)S(=O)(=O)Cl 2-chloro-4-fluoro-5-(3-methyl-2,6-dioxo-4-(trifluoromethyl)-3,6-dihydropyrimidine-1(2H)-yl)benzenesulfonyl chloride